ClC=1C(=CC(=C(C(=O)NS(=O)(=O)C2=CC=C(C=C2)CC)C1)F)OCC1CCCC1 5-chloro-4-(cyclopentylmethoxy)-N-((4-ethylphenyl)sulfonyl)-2-fluorobenzamide